[(3S)-5-Oxo-1-(4-piperidyl)pyrrolidin-3-yl] 4-[3-[2-(cyclopropoxy)-3-pyridyl]pyrazolo[1,5-a]pyrimidin-5-yl]piperazine-1-carboxylate C1(CC1)OC1=NC=CC=C1C=1C=NN2C1N=C(C=C2)N2CCN(CC2)C(=O)O[C@@H]2CN(C(C2)=O)C2CCNCC2